Cl.NCC(=O)C1=CC(=C(C=C1)OCC)C#N 2-amino-1-(3-cyano-4-ethoxy-phenyl)ethanone hydrochloride